[OH-].C(CCC)[P+](CCCC)(CCCC)CCCC Tetra-n-butylphosphonium hydroxid